trans-4-{[(2-amino-3,5-dimethoxyphenyl)methyl]amino}cyclohexanol NC1=C(C=C(C=C1OC)OC)CN[C@@H]1CC[C@H](CC1)O